OCCCOC(C(=C)C)=O methacrylic acid hydroxypropyl ester